4,4'-bis(chloromethyl)-2,2'-bipyridine ClCC1=CC(=NC=C1)C1=NC=CC(=C1)CCl